3-chloro-N-((1R,5S,6s)-3-(5-(3-cyano-6-(1-methyl-1H-pyrazol-4-yl)pyrazolo[1,5-a]pyridin-4-yl)pyridin-2-yl)-3-azabicyclo[3.1.0]hexane-6-yl)-5-fluoropyridinamide ClC=1C(=NC=C(C1)F)C(=O)NC1[C@@H]2CN(C[C@H]12)C1=NC=C(C=C1)C=1C=2N(C=C(C1)C=1C=NN(C1)C)N=CC2C#N